Tert-butyl 3-ethyl-4-(7-fluoro-2-(4-(5-fluoro-3-methoxypyridin-2-yl)piperazine-1-carbonyl)-6-(4,4,5,5-tetramethyl-1,3,2-dioxaborolan-2-yl)-1H-indol-4-yl)piperidine-1-carboxylate C(C)C1CN(CCC1C1=C2C=C(NC2=C(C(=C1)B1OC(C(O1)(C)C)(C)C)F)C(=O)N1CCN(CC1)C1=NC=C(C=C1OC)F)C(=O)OC(C)(C)C